FC=1C(=CC(=NC1)C)NC(=O)C=1OC(=CC1)C1=C(N=CN1C1COC1)C1=CC=C(C=C1)F N-(5-fluoro-2-methylpyridin-4-yl)-5-(4-(4-fluorophenyl)-1-(oxetan-3-yl)-1H-imidazol-5-yl)furan-2-carboxamide